(S)-ethyl 2-(1-(tert-butoxycarbonyl)pyrrolidin-2-yl)-4-(4-((4-methylpyridin-2-yl)carbamoyl) phenyl)-1H-imidazole-5-carboxylate C(C)(C)(C)OC(=O)N1[C@@H](CCC1)C=1NC(=C(N1)C1=CC=C(C=C1)C(NC1=NC=CC(=C1)C)=O)C(=O)OCC